ClC=1N=C(SC1)N1N=C(C=C1)CC(=O)NC1=CC(=NN1)C1CC1 2-(1-(4-chlorothiazol-2-yl)-1H-pyrazol-3-yl)-N-(3-cyclopropyl-1H-pyrazol-5-yl)acetamide